N[C@H]1CCCCCNC(C2CNC(CN2C=2C=CC=C1C2)=O)=O (15S)-15-amino-2,5,9-triazatricyclo[14.3.1.02,7]icosa-1(20),16,18-triene-4,8-dione